C(C1=CC=CC=C1)OC(=O)N1CCN(CC1)C1=C2C(=NC(=C1)Cl)N(CC2)C(=O)OC(C)(C)C tert-butyl 4-(4-((benzyloxy)carbonyl)piperazin-1-yl)-6-chloro-2,3-dihydro-1H-pyrrolo[2,3-b]pyridine-1-carboxylate